FC([C@H]1[C@@H](C1)NC(N)=O)(F)F |r| 3-[rac-(1R,2R)-2-(trifluoromethyl)cyclopropyl]urea